C1(CCC1)CNCC=1NC2=CC(=CC=C2C1)CN1N=NC(=C1)C1=C2C=NNC2=CC(=C1)N 4-(1-((2-(((cyclobutylmethyl)amino)methyl)-1H-indole-6-yl)methyl)-1H-1,2,3-triazol-4-yl)-1H-indazole-6-amine